C(C)(C)N1N=CC=2N=CNC(C21)=O 1-isopropyl-1,6-dihydro-7H-pyrazolo[4,3-d]Pyrimidin-7-one